NCC1=NC=C2C=CC(NC2=C1)=O 7-(aminomethyl)-1,6-naphthyridin-2(1H)-one